1,1-bis(4-Cyanatophenyl)cyclohexane O(C#N)C1=CC=C(C=C1)C1(CCCCC1)C1=CC=C(C=C1)OC#N